NC1CCC(CC1)N(C=1C(=C(C(=C2C=NNC12)C1=CC=2N(C=C1)N=C(C2)NC(=O)[C@H]2[C@H](C2)F)Cl)F)C (1S,2S)-N-(5-(7-((4-aminocyclohexyl)(methyl)amino)-5-chloro-6-fluoro-1H-indazol-4-yl)pyrazolo[1,5-a]pyridin-2-yl)-2-fluorocyclopropane-1-carboxamide